COC1=C(C=C2C=CN=C(C2=C1)OC[C@H]1NC(C[C@H]1COC)=O)C(=O)N 7-methoxy-1-{[(2S,3R)-3-(methoxymethyl)-5-oxopyrrolidin-2-yl]methoxy}isoquinoline-6-carboxamide